(E)-2-(4-Fluoro-3-hydroxyphenylvinyl)-3-hydroxy-6-(hydroxymethyl)-4H-pyran-4-one FC1=C(C=C(C=C1)/C=C/C=1OC(=CC(C1O)=O)CO)O